mono-tert-butylether acetate C(C)(=O)O.C(C)(C)(C)OC(C)(C)C